2,5-dicyclopentylcyclopentylidenecyclopentan-1-one C1(CCCC1)C1C(C(CC1)C1CCCC1)=C1C(CCC1)=O